7-(8-ethynylnaphthalen-1-yl)-8-fluoro-2-(((2R,7aS)-2-fluorotetrahydro-1H-pyrrolizin-7a(5H)-yl)methoxy)-N-methyl-N-(2-methylpyrrolidin-3-yl)pyrido[4,3-d]pyrimidin-4-amine C(#C)C=1C=CC=C2C=CC=C(C12)C1=C(C=2N=C(N=C(C2C=N1)N(C1C(NCC1)C)C)OC[C@]12CCCN2C[C@@H](C1)F)F